[(1S)-1-[4-(4,4,5,5-tetramethyl-1,3,2-dioxaborolan-2-yl)phenyl]ethyl]carbamate CC1(OB(OC1(C)C)C1=CC=C(C=C1)[C@H](C)NC([O-])=O)C